CC(C(OC1=NC2=CC=CC=C2N=C1NS(=O)(=O)CCC)C=1C=[N+](C=CC1)[O-])(C)C 3-(2,2-dimethyl-1-(3-(propylsulfonamido)quinoxalin-2-yloxy)propyl)pyridine 1-oxide